C(#N)C1=CC=C(C=C1)C(C)(C)C1=CC=CC=C1 2-(4-cyanophenyl)-2-phenylpropane